3-(4-(((tetrahydro-2H-pyran-2-yl)oxy)methyl)bicyclo[2.2.1]heptane-1-yl)-1H-pyrazole-5-carbaldehyde O1C(CCCC1)OCC12CCC(CC1)(C2)C2=NNC(=C2)C=O